[Si](C)(C)(C(C)(C)C)O[C@H]1C[C@@H](N([C@@H]1CCO)C(=O)C1CC1)C(=O)OC methyl (2R,4S,5R)-4-((tert-butyldimethylsilyl)oxy)-1-(cyclopropanecarbonyl)-5-(2-hydroxyethyl)pyrrolidine-2-carboxylate